FC=1C=CC=C2CCO[C@@H](C12)CN (S)-(8-fluoroisochroman-1-yl)methylamine